(3S,4S)-tert-butyl 3-((6-(6-(3,3-difluoropyrrolidin-1-yl)imidazo[1,2-a]pyrazin-3-yl)pyridin-2-yl)amino)-4-fluoropyrrolidine-1-carboxylate FC1(CN(CC1)C=1N=CC=2N(C1)C(=CN2)C2=CC=CC(=N2)N[C@H]2CN(C[C@@H]2F)C(=O)OC(C)(C)C)F